C(C)OC(C(C(=O)OCC)C1=C(C=C(C=C1F)C#N)F)=O 2-(4-cyano-2,6-difluorophenyl)malonic acid diethyl ester